N1(CCOCC1)NC(=O)C1=NN(C(=C1CC)C1=CC=C(C=C1)C#CCCO)C1=C(C=C(C=C1)Cl)Cl 1-(2,4-Dichloro-phenyl)-4-ethyl-5-[4-(4-hydroxy-but-1-ynyl)-phenyl]-1H-pyrazole-3-carboxylic acid morpholin-4-ylamide